NC1=NC(=CC(=N1)C=1C(=C(C#N)C=CC1)F)C1=CC(N(C=C1)CC1=CC(=CC=C1)C(C)(C)O)=O 3-(2-amino-6-(1-(3-(2-hydroxypropan-2-yl)benzyl)-2-oxo-1,2-dihydropyridin-4-yl)pyrimidin-4-yl)-2-fluorobenzonitrile